C=C1CCC(O1)=O 5-methylenedihydro-2(3H)-furanone